N-bromo-succinimid BrN1C(CCC1=O)=O